C(C1=CC=CC=C1)N1CCC(CC1)CCNC(=O)N1CCN(CC1)C1=C(C=C(C=C1)C)CO N-[2-(1-benzylpiperidin-4-yl)ethyl]-4-[2-(hydroxymethyl)-4-methylphenyl]piperazine-1-carboxamide